N1C=C(C2=CC=CC=C12)CC[C@@H]1NCCC2=CC(=C(C=C12)OC)OC (S)-1-(2-(1H-indol-3-yl)ethyl)-6,7-dimethoxy-1,2,3,4-tetrahydroisoquinoline